((4-Fluoropiperidin-4-yl)methyl)-trans-2-phenylcyclopropylamine FC1(CCNCC1)CN[C@H]1[C@@H](C1)C1=CC=CC=C1